Methyl (2E)-3-{4-[(3-tert-butyl-4-methoxyphenyl)carbonyl]phenyl}prop-2-enoate C(C)(C)(C)C=1C=C(C=CC1OC)C(=O)C1=CC=C(C=C1)/C=C/C(=O)OC